N,N-diethyl-2-hydroxypropanamide CCN(CC)C(=O)C(C)O